tert-Butyl (R)-(1-(4-(5-cyanopyridin-2-yl)piperazin-1-yl)-1-oxopropan-2-yl)carbamate C(#N)C=1C=CC(=NC1)N1CCN(CC1)C([C@@H](C)NC(OC(C)(C)C)=O)=O